C(C1=CC=CC=C1)N1CCC=2C=CC(=NC2C1)/C=C/C(=O)OC methyl (E)-3-(7-benzyl-5,6,7,8-tetrahydro-1,7-naphthyridin-2-yl)acrylate